BrC=1C=C2C(CCOC2=C(C1O)C)=O 6-Bromo-7-hydroxy-8-methylchroman-4-one